4-Hydroxythieno[2,3-c]pyridine-5-carboxylic acid OC1=C2C(=CN=C1C(=O)O)SC=C2